ClC=1C=C(OCC2CN(CC2)C(C(=O)[O-])(C)C)C=CC1.[Li+] (R)-lithium 2-(3-((3-chlorophenoxy) methyl) pyrrolidin-1-yl)-2-methylpropanoate